2-hydroxycrotonate O/C(/C(=O)[O-])=C\C